3-(6-Vinyl-3-pyridinyl)propan-1-ol C(=C)C1=CC=C(C=N1)CCCO